C(O)(O)=O.C(CCC)C=1NC2=CC=CC=C2C1 butyl-indole carbonate